O=C1C(=CC(=NN1)C(CC)OCCC(=O)O)C(F)(F)F 3-[1-[6-Oxo-5-(trifluoromethyl)-1H-pyridazin-3-yl]propoxy]propionic acid